FC=1C(=NC(=NC1)N[C@H]1[C@@H](COCC1)O)C1=CC=C2C(C=C(N(C2=C1)C(C)C)CN1C[C@H](CC1)O)=O 7-(5-fluoro-2-(((3S,4R)-3-hydroxytetrahydro-2H-pyran-4-yl)amino)pyrimidin-4-yl)-2-(((S)-3-hydroxypyrrolidin-1-yl)methyl)-1-isopropylquinolin-4(1H)-one